P(=O)(OC[N+]1=C(C(=CC=C1)C1=CC(=NO1)CC1=CC=C(C=C1)CC1=CC(=CC=C1)NS(=O)(=O)C)N)(O)[O-] (2-amino-3-(3-(4-(3-(methylsulfonamido)benzyl)benzyl) isoxazol-5-yl)pyridin-1-ium-1-yl)methyl hydrogen phosphate